FC(OC1=CC=CC=2C(N([C@H]3C=4N([C@@H](C21)C3)C3=C(N4)C=CC(=C3)C#CC3=CN=CS3)C([2H])([2H])[2H])=O)F (7R,14R)-1-(difluoromethoxy)-6-(methyl-d3)-11-(thiazol-5-ylethynyl)-6,7-dihydro-7,14-methanobenzo[f]benzo[4,5]imidazo[1,2-a][1,4]diazocin-5(14H)-one